C(N)(OC(CC)CC)=O 1-ethylpropyl carbamate